N1=C(C=CC=C1)C=1N=C(C2=C(N1)CCC2)N2CCN(CCC2)C(=O)OC(C)(C)C Tert-butyl 4-[2-(pyridin-2-yl)-5H,6H,7H-cyclopenta[d]pyrimidin-4-yl]-1,4-diazepane-1-carboxylate